(S)-4-(4-fluorobenzoyl)-N-hydroxy-3-phenyl-2,3,4,5-tetrahydrobenzo[f][1,4]oxazepine-8-carboxamide FC1=CC=C(C(=O)N2[C@H](COC3=C(C2)C=CC(=C3)C(=O)NO)C3=CC=CC=C3)C=C1